methyl 6-[(4-carbamoyl-3-{4-ethanesulfonamido-3-[(1S)-1-(4-fluorophenyl) ethoxy]phenyl}-1-{[2-(trimethylsilyl)ethoxy]methyl}-1H-pyrazol-5-yl)amino]pyridine-3-carboxylate C(N)(=O)C=1C(=NN(C1NC1=CC=C(C=N1)C(=O)OC)COCC[Si](C)(C)C)C1=CC(=C(C=C1)NS(=O)(=O)CC)O[C@@H](C)C1=CC=C(C=C1)F